5-amino-N-((1S,2R)-2-(2,3-dihydro-1H-inden-4-yl)-1-(5-oxo-4,5-dihydro-1,3,4-oxadiazol-2-yl)propyl)quinoline-8-sulfonamide NC1=C2C=CC=NC2=C(C=C1)S(=O)(=O)N[C@@H]([C@H](C)C1=C2CCCC2=CC=C1)C=1OC(NN1)=O